1,3-dimethylimidazolinium formate C(=O)[O-].C[NH+]1CN(CC1)C